7-chloro-4-(methylamino)-1-(3-phenethoxyphenyl)quinazolin-2(1H)-one ClC1=CC=C2C(=NC(N(C2=C1)C1=CC(=CC=C1)OCCC1=CC=CC=C1)=O)NC